C(C1=CC=CC=C1)OC(=O)C1OOC=C1 Dioxacyclopentene-5-carboxylic acid benzyl ester